C(C)(C)(C)OC(=O)N[C@@H]1[C@H]2CN(CC[C@@H]12)C(=O)OCC1=CC=CC=C1 Benzyl (1R,6R,7S)-7-(tert-butoxycarbonylamino)-4-azabicyclo[4.1.0]heptane-4-carboxylate